O=C1NC=2C(=NC(=CC2)C(=O)N)N1 2-oxo-2,3-dihydro-1H-imidazo[4,5-b]pyridine-5-carboxamide